2-(2-(cyclopropanesulfonamido)thiazol-4-yl)-N-(4-(5-ethoxypyridin-3-yl)-2-fluorophenyl)butanamide C1(CC1)S(=O)(=O)NC=1SC=C(N1)C(C(=O)NC1=C(C=C(C=C1)C=1C=NC=C(C1)OCC)F)CC